4-methyl-7-(4-(5-methyl-1,3,4,5-tetrahydro-2H-pyrido[4,3-b]indol-2-yl)butoxy)-2H-benzopyran-2-one CC1=CC(OC2=C1C=CC(=C2)OCCCCN2CC1=C(N(C=3C=CC=CC13)C)CC2)=O